tert-butyl 4-(4-bromo-2,3-difluoro-phenyl)-3,3-difluoro-piperidine-1-carboxylate BrC1=C(C(=C(C=C1)C1C(CN(CC1)C(=O)OC(C)(C)C)(F)F)F)F